C1(=CC=C(C=C1)C(=O)N)C=1CCCCC1 2',3',4',5'-tetrahydro-[1,1-biphenyl]-4-carboxamide